[Cl-].[Cl-].C[Si](=[Zr+2](C1C(=CC2=C(C(=C(C=C12)C(C)(C)C)OC)C1=CC(=CC(=C1)C)C)C)C1C(=CC2=C(C=CC(=C12)C1=CC(=CC(=C1)C)C)C1=CC(=CC(=C1)C)C)C)C dimethylsilanediyl[2-methyl-4,7-bis(3,5-dimethylphenyl)-inden-1-yl][2-methyl-4-(3,5-dimethylphenyl)-5-methoxy-6-tert-butylinden-1-yl]zirconium dichloride